NCCNCCC[Si](OCC)(OCC)OCC N-(β-aminoethyl)aminopropyltriethoxysilane